C(C)OC(=O)C=1NC=CC1NCCOC1(CN(CC1)C(=O)OC(C)(C)C)C 3-((2-((1-(tert-Butoxycarbonyl)-3-methylpyrrolidin-3-yl)oxy)ethyl)amino)-1H-pyrrole-2-carboxylic acid ethyl ester